C(CCCC)OC(=O)C1=C(C2=CC=CC=C2C=C1)C1C2C=CC(C1)C2 5-(n-pentyloxycarbonyl-naphthyl)-bicyclo[2.2.1]Hept-2-ene